N-{[2-(dimethylcarbamoyl)-2,3-dihydro-1H-inden-2-yl]methyl}-4H,5H,6H,7H,8H,9H-cycloocta[b]thiophene-2-carboxamide CN(C(=O)C1(CC2=CC=CC=C2C1)CNC(=O)C1=CC2=C(S1)CCCCCC2)C